3-(4-fluoro-5-(7-((4-fluoropiperidin-1-yl)methyl)-3-(isopropylamino)-1H-pyrazolo[4,3-b]pyridin-5-yl)-1-oxoisoindolin-2-yl)piperidine-2,6-dione FC1=C2CN(C(C2=CC=C1C1=CC(=C2C(=N1)C(=NN2)NC(C)C)CN2CCC(CC2)F)=O)C2C(NC(CC2)=O)=O